3-chloro-2-(5-(2,6-difluorophenyl)-4-methyl-4H-1,2,4-triazol-3-yl)-6-isopropoxypyridine ClC=1C(=NC(=CC1)OC(C)C)C1=NN=C(N1C)C1=C(C=CC=C1F)F